2-Acetylquinazolin C(C)(=O)C1=NC2=CC=CC=C2C=N1